(3R,4S)-3-cyclopropyl-1-[6-[5-(1-hydroxyethyl)pyridin-2-yl]pyrrolo[1,2-b]pyridazin-4-yl]-4-methyl-2-oxopyrrolidine-3-carbonitrile C1(CC1)[C@]1(C(N(C[C@H]1C)C=1C=2N(N=CC1)C=C(C2)C2=NC=C(C=C2)C(C)O)=O)C#N